N-cyclopropyl-1-[5-(pyridin-4-yl)-1H-pyrazole-3-carbonyl]piperidine-3-carboxamide C1(CC1)NC(=O)C1CN(CCC1)C(=O)C1=NNC(=C1)C1=CC=NC=C1